FC=1C(=NC=CC1)CNC(=O)C=1N=C(SC1)CCN1CC2=NC=3C=CC=CC3N2CC1=O N-[(3-fluoropyridin-2-yl)methyl]-2-(2-{12-oxo-1,8,11-triazatricyclo[7.4.0.02,7]trideca-2(7),3,5,8-tetraen-11-yl}ethyl)-1,3-thiazole-4-carboxamide